FC(C1=NN=C(O1)C1=CC=2N(C=C1)C=C(N2)CN(S(=O)(=O)C2CCN(CC2)C2CCOCC2)C2=CC=CC=C2)F N-((7-(5-(difluoromethyl)-1,3,4-oxadiazol-2-yl)imidazo[1,2-a]pyridin-2-yl)methyl)-N-phenyl-1-(tetrahydro-2H-pyran-4-yl)piperidine-4-sulfonamide